[Br-].C(C)O[Ti+](OCC)OCC triethoxytitanium bromide